2,2,2-trifluoro-N-(methyl(2-(4-(1-(2-methyl-2,3-dihydrobenzofuran-6-yl)ethyl)piperazin-1-yl)pyrimidin-5-yl)(oxo)-λ6-sulfanylidene)acetamide FC(C(=O)N=S(=O)(C=1C=NC(=NC1)N1CCN(CC1)C(C)C1=CC2=C(CC(O2)C)C=C1)C)(F)F